C(C)(C)(C)OC(=O)N1C[C@@H](CC1)C1=CC=CC2=C1OCCN2C2C(NC(CC2)=O)=O (3S)-3-(4-(2,6-dioxopiperidin-3-yl)-3,4-dihydro-2H-benzo[b][1,4]oxazin-8-yl)pyrrolidine-1-carboxylic acid tert-butyl ester